[C@H]12CN(C[C@H](CC1)N2)C2=NC(=NC1=C(C(=C(C=C21)Cl)C2=CC(=CC1=CC=C(C(=C21)CC)F)O)F)OC[C@]21CCCN1C[C@@H](C2)F 4-(4-((1R,5S)-3,8-diazabicyclo[3.2.1]octan-3-yl)-6-chloro-8-fluoro-2-(((2R,7aS)-2-fluorotetrahydro-1H-pyrrolizin-7a(5H)-yl)methoxy)quinazolin-7-yl)-5-ethyl-6-fluoronaphthalen-2-ol